N7-[[5-(1-fluoroethyl)-1,3,4-oxadiazol-2-yl]methyl]-8-methoxy-5,5-dimethyl-6H-benzo[h]quinazoline-4,7-diamine FC(C)C1=NN=C(O1)CNC=1C(=CC=C2C1CC(C=1C(=NC=NC21)N)(C)C)OC